2-(2,6-dioxopiperidin-3-yl)-4-((4-(pyridazin-3-yl)piperazin-1-yl)methyl)isoindoline-1,3-dione O=C1NC(CCC1N1C(C2=CC=CC(=C2C1=O)CN1CCN(CC1)C=1N=NC=CC1)=O)=O